ClC1=NC=CC=C1C(=O)NC1=CC=C(C=C1)N1C2=C(NC(CC1=O)=O)C=CC1=CC=CC=C12 [4-[(2-Chloropyridin-3-yl)carbonylamino]phenyl]-1H-naphtho[1,2-b][1,4]diazepine-2,4(3H,5H)-dione